N1CCC(CC1)CCC(=O)OC(C)(C)C tert-butyl 3-(piperidin-4-yl)propanoate